2-((tert-butoxycarbonyl)amino)-2-(4-cyanothiophen-2-yl)ethyl methanesulfonate CS(=O)(=O)OCC(C=1SC=C(C1)C#N)NC(=O)OC(C)(C)C